C(=O)(OC(C)(C)C)N[C@@H](CCCNC(N)=N)C(=O)O N-BocArginine